(S)-2-(1-(2-(1-hydroxyethyl)-imidazo[4,5-d]pyrrolo[2,3-b]pyridine-1(6H)-yl)piperidin-4-yl)acetonitrile O[C@@H](C)C1=NC=2C(=C3C(=NC2)NC=C3)N1N1CCC(CC1)CC#N